C(CCCCCCCC)NC1=CC=C(C=C1)NCCCCCCCCC N,N'-dinonyl-p-phenylenediamine